CC1=CC(=CN1C(=O)OC(C)(C)C)C(=O)OC 1-tert-butyl O3-methyl 5-methylpyrrole-1,3-dicarboxylate